OC=1C=C(\C=N/NC(=O)C2=CC3=CC=CC=C3C=C2O)C=CC1O (Z)-N'-(3,4-dihydroxybenzylidene)-3-hydroxy-2-naphthohydrazide